C(C)N1C2(C3=C(C1=O)C=C(S3)C3=NC(=NC=C3C)NC3=NC=C(C=C3)C3CCN(CC3)C)CC2 5'-Ethyl-2'-[5-methyl-2-[[5-(1-methylpiperidin-4-yl)pyridin-2-yl]amino]pyrimidin-4-yl]spiro[cyclopropane-1,6'-thieno[2,3-c]pyrrole]-4'-one